N-methyl-5,6,7,8-tetrahydro-4H-cyclohepta[b]thiophen-6-amine hydrochloride Cl.CNC1CCC2=C(SC=C2)CC1